C1(=CC=CC=C1)N(C(C(=C)C)=O)C(=O)OC(C)(C)C N-phenyl-N-t-butoxycarbonyl-methacrylamide